C1(CC1)CCC(C(=O)OC)NC(CC1=CC=CC=C1)=O methyl 4-cyclopropyl-2-[(2-phenylacetyl) amino]butanoate